tert-butyl (2S,3R)-3-azido-2-(1-(m-tolyl)-1H-imidazol-2-yl)pyrrolidine-1-carboxylate N(=[N+]=[N-])[C@H]1[C@H](N(CC1)C(=O)OC(C)(C)C)C=1N(C=CN1)C=1C=C(C=CC1)C